BrC1=CN2N=CC=3C(OC(C(=C1)C32)=O)=O 4-bromo-6H,8H-7-oxa-2,2a-diazaacenaphthylene-6,8-dione